1,4-diacryloxybutane C(C=C)(=O)OCCCCOC(C=C)=O